(S)-4-((1-(tert-Butoxycarbonyl)piperidin-3-yl)amino)-2-(cyclopropylamino)pyrimidine-5-carboxylic acid ethyl ester C(C)OC(=O)C=1C(=NC(=NC1)NC1CC1)N[C@@H]1CN(CCC1)C(=O)OC(C)(C)C